Cl.C1=2NCC(NCCCCCCC(=CC=C1)C2)=O 2,5-diazabicyclo[10.3.1]Hexadec-1(16),12,14-trien-4-one hydrochloride